NC1=C2C(=C3C(=N1)C=C(N3COCC[Si](C)(C)C)C(=O)N(C)[C@@H]3COC1(C4=CC(=CC=C34)C3CC3)CC1)COC2 (S)-5-amino-N-(7'-cyclopropylspiro[cyclopropane-1,1'-isochroman]-4'-yl)-N-methyl-1-((2-(trimethylsilyl)ethoxy)methyl)-6,8-dihydro-1H-furo[3,4-d]pyrrolo[3,2-b]pyridine-2-carboxamide